FC1=C(C=CC=2C3=C(C(NC12)=O)OC=C3)CN3CCN(CC3)C=3C=NC(=CC3)C(NC)=O 6-fluoro-7-((4-(6-(methylcarbamoyl)pyridin-3-yl)piperazin-1-yl)methyl)furo[2,3-c]quinolin-4(5H)-one